C(CCCCCCC\C=C/C\C=C/CCCCC)OC(CCCCCBr)=O.BrCCCCCC(=O)OCCCCCCCC\C=C/C\C=C/CCCCC (9Z,12Z)-octadeca-9,12-dien-1-yl 6-bromohexanoate (9Z,12Z)-octadeca-9,12-dien-1-yl-6-bromohexanoate